ClC=1C(N(C(=CC1OC([2H])([2H])C1=C(C=C(C=C1)Cl)F)C)C1=CC(=NC=C1C)N1N=C(C=C1)C(C)(C)O)=O (R)-3-chloro-4-((4-chloro-2-Fluorophenyl)methoxy-d2)-2'-(3-(2-hydroxypropan-2-yl)-1H-pyrazol-1-yl)-5',6-dimethyl-2H-[1,4'-bipyridyl]-2-one